CN1C=CC=2C(=NC(=CC21)NC=2SC(=CN2)C)C2=CC1CCC(C2)N1C(C=C)=O 1-(3-(1-Methyl-6-((5-methylthiazol-2-yl)amino)-1H-pyrrolo[3,2-c]pyridin-4-yl)-8-azabicyclo[3.2.1]oct-2-en-8-yl)prop-2-en-1-one